6-(4-chlorophenyl)-2-((tetrahydro-2H-pyran-4-yl)methyl)pyridazin-3(2H)-one ClC1=CC=C(C=C1)C=1C=CC(N(N1)CC1CCOCC1)=O